3-(7-cyclopropylsulfonyl-[1,2,4]triazolo[4,3-a]pyridin-3-yl)cyclohexyl carbamate C(N)(OC1CC(CCC1)C1=NN=C2N1C=CC(=C2)S(=O)(=O)C2CC2)=O